OC(C(=O)O)CCCCCCCCCC hydroxyl-lauric acid